FC(CC1=CC=C2C(=NC=NC2=C1)NC1CCNCC1)(F)F 4-((7-(2,2,2-trifluoroethyl)quinazolin-4-yl)amino)piperidin